lithium-nickel-Cobalt manganese [Mn].[Co].[Ni].[Li]